(S)-5-(((tert-butyldimethylsilyl)oxy)methyl)-4-methyl-4-azaspiro[2.4]heptane [Si](C)(C)(C(C)(C)C)OC[C@H]1N(C2(CC2)CC1)C